C(C)(C)(C)OC(=O)C1=C(C=CC(=N1)C1=CC=C2C=CC=C(C2=C1)C(=O)O)C=1C=NN(C1C)CC12CC3(CC(CC(C1)(C3)C)(C2)C)OCCN(C)C(=O)OC(C)(C)C 7-(6-(tert-butoxycarbonyl)-5-(1-((3-(2-((tert-butoxycarbonyl)(methyl)amino)ethoxy)-5,7-dimethyladamantan-1-yl)methyl)-5-methyl-1H-pyrazol-4-yl)pyridin-2-yl)-1-naphthoic acid